N-[3-fluoro-2-(methoxymethyl)phenyl]prop-2-enamide FC=1C(=C(C=CC1)NC(C=C)=O)COC